N-(Cyanomethyl)-4-(2-((3-fluoro-4-(1-methylpiperidin-4-yl)phenyl)amino)-5-methylpyrimidin-yl)benzamide C(#N)CNC(C1=CC=C(C=C1)C1=NC(=NC=C1C)NC1=CC(=C(C=C1)C1CCN(CC1)C)F)=O